NC1=C(C=C(C=N1)C1=NC=C(C=C1)C(=O)N1CCN(CC1)C)OC(C)C1=C(C(=CC=C1Cl)F)Cl {6'-amino-5'-[1-(2,6-dichloro-3-fluoro-phenyl)-ethoxy]-[2,3']bipyridinyl-5-yl}-(4-methyl-piperazin-1-yl)-methanone